(S)-N-((R or S)-benzo[d]oxazol-2-yl(3-chloro-4-fluoro-phenyl)methyl)-2-oxoimidazolidine-4-carboxamide O1C(=NC2=C1C=CC=C2)[C@H](NC(=O)[C@H]2NC(NC2)=O)C2=CC(=C(C=C2)F)Cl |o1:9|